F[C@@H]1CN(CC[C@H]1OC=1C=C2C(=NC=NC2=CC1OC)NC1=C(C=CC(=C1)C=1OC=CC1)OC)C(C=C)=O 1-(trans-3-fluoro-4-((4-((5-(furan-2-yl)-2-methoxyphenyl)amino)-7-methoxyquinazolin-6-yl)oxy)piperidin-1-yl)prop-2-en-1-one